FC=1C=CC2=C(C3C(O2)C3C(=O)NCC3=CC=C(C=C3)N3C=CC=C3)C1 exo-5-fluoro-N-{[4-(1H-pyrrol-1-yl)phenyl]methyl}-1a,6b-dihydro-1H-cyclopropa[b][1]benzofuran-1-carboxamide